COC1=CC=C(C=C1)COC=1C=NC=CC1C#CC1=C2C=C(N=CC2=C(N=C1)NC)NC1=CC=CC(=N1)OCCCCO 4-[[6-[[5-[2-[3-[(4-methoxyphenyl)methoxy]-4-pyridinyl]ethynyl]-8-(methylamino)-2,7-naphthyridin-3-yl]amino]-2-pyridinyl]oxy]butan-1-ol